diethylphthalide C(C)C1(OC(=O)C2=CC=CC=C12)CC